CC(CCCCCCCC)[Si](OC)(OC)OC 2-decyltrimethoxysilane